((S)-1-(4-fluorophenyl)-3,4-dihydroisoquinolin-2(1H)-yl)((2S,5S)-5-((2-methoxyethyl)amino)tetrahydro-2H-pyran-2-yl)methanone FC1=CC=C(C=C1)[C@@H]1N(CCC2=CC=CC=C12)C(=O)[C@H]1OC[C@H](CC1)NCCOC